C1(CC1)C1=NC(=CC(=C1)C1=C(C=C(C#N)C=C1)C1=NN=CN1C)N1CC=2C=NC(=CC2C1=O)CO 4-{2-Cyclopropyl-6-[6-(hydroxymethyl)-1-oxo-3H-pyrrolo[3,4-c]pyridin-2-yl]pyridin-4-yl}-3-(4-methyl-1,2,4-triazol-3-yl)benzonitrile